N1(CCNCC1)C=1N=C2N(C=CC=C2)C1C(=O)N (piperazin-1-yl)imidazo[1,2-a]pyridine-3-carboxamide